2-[[5-chloro-2-[(5-methyl-2-propan-2-ylpyrazol-3-yl)amino]pyridin-4-yl]amino]-N-methoxybenzamide ClC=1C(=CC(=NC1)NC=1N(N=C(C1)C)C(C)C)NC1=C(C(=O)NOC)C=CC=C1